tin copper bismuth [Bi].[Cu].[Sn]